N1-(8-amino-6-(5-amino-4-methylpyridin-3-yl)-7-fluoroisoquinolin-3-yl)-N5-(6-((2-(2,6-dioxopiperidin-3-yl)-1,3-dioxoisoindolin-4-yl)amino)hexyl)glutaramide NC=1C(=C(C=C2C=C(N=CC12)NC(CCCC(=O)NCCCCCCNC1=C2C(N(C(C2=CC=C1)=O)C1C(NC(CC1)=O)=O)=O)=O)C=1C=NC=C(C1C)N)F